2-(4-(2-ethyl-4,6-dimethyl-1H-imidazo[4,5-c]pyridin-1-yl)phenethyl)isoindoline-1,3-dione C(C)C=1N(C2=C(C(=NC(=C2)C)C)N1)C1=CC=C(CCN2C(C3=CC=CC=C3C2=O)=O)C=C1